(5-(2,4-difluorophenoxy)pyridin-2-yl)-2-((1s,3R)-3-(6-oxo-1,6-dihydropyridin-3-yl)cyclohexyl)propanamide FC1=C(OC=2C=CC(=NC2)C(C(=O)N)(C)[C@@H]2C[C@@H](CCC2)C2=CNC(C=C2)=O)C=CC(=C1)F